N-(5,8,11,14-eicosatetraenoyl)glycine C(CCCC=CCC=CCC=CCC=CCCCCC)(=O)NCC(=O)O